CC1=C(C(=C(C=C1C)C)C)B(O)O 2,3,5,6-tetramethylphenylboronic acid